ethyl-2,4-dihydroxy-6-methylbenzoate C(C)OC(C1=C(C=C(C=C1C)O)O)=O